N1(CCC2=CC=CC=C12)C(=O)N indoline-1-carboxamide